4'-Cyclopropyl-5-fluoro-N-(4-(1-isopropyl-4-(trifluoromethyl)-1H-imidazol-2-yl)benzyl)-6'-methoxy-N-(methyl-d3)-[2,5'-bipyrimidin]-4-amine C1(CC1)C1=NC=NC(=C1C1=NC=C(C(=N1)N(C([2H])([2H])[2H])CC1=CC=C(C=C1)C=1N(C=C(N1)C(F)(F)F)C(C)C)F)OC